FC1=C(C(=CC=2NC(=NC21)OC2CCC(CC2)C(=O)O)F)C2=CC=C(C=C2)C2=CC=C(C=C2)CN2CC(C2)OCCOC 4-((4,6-difluoro-5-(4'-((3-(2-methoxyethoxy)azetidin-1-yl)methyl)-[1,1'-biphenyl]-4-yl)-1H-benzo[d]imidazol-2-yl)oxy)cyclohexane-1-carboxylic acid